isoxazole-5,5(4H)-dicarboxylic acid O1N=CCC1(C(=O)O)C(=O)O